N-[(2S,3R)-4,4-difluoro-2-[(2-fluoro[1,1'-biphenyl]-3-yl)methyl]-1-(3-hydroxy-azetidine-1-carbonyl)pyrrolidin-3-yl]-ethanesulfonamide FC1([C@@H]([C@@H](N(C1)C(=O)N1CC(C1)O)CC=1C(=C(C=CC1)C1=CC=CC=C1)F)NS(=O)(=O)CC)F